N1(CCCCCC1)CCN1C2=C(OCC1=O)C=C(C=C2)CCC 4-(2-(azepan-1-yl)ethyl)-7-propyl-2H-benzo[b][1,4]oxazin-3(4H)-one